FC1=CC(=CC=2N(C(=NC21)C2=CC=C(C=C2)S(=O)(=O)C)C)C2CCN(CC2)C2CC1CCC(C2)N1CCOC 4-fluoro-6-(1-(8-(2-methoxyethyl)-8-azabicyclo[3.2.1]octan-3-yl)piperidin-4-yl)-1-methyl-2-(4-(methylsulfonyl)phenyl)-1H-benzo[d]imidazole